N-[5-(6-methoxy-3-pyridyl)-2-pyridyl]-2-[3-methyl-4-[2-(trifluoromethyl)-4-pyridyl]pyrazol-1-yl]acetamide COC1=CC=C(C=N1)C=1C=CC(=NC1)NC(CN1N=C(C(=C1)C1=CC(=NC=C1)C(F)(F)F)C)=O